C1(CCCCC1)C(=O)OC(CCCC)OC(=O)C1CCCCC1 pentanediol biscyclohexanecarboxylate